Cl.ClC=1C=C2C(=NC1)OCC[C@@H]2N (S)-6-Chloro-3,4-dihydro-2H-pyrano[2,3-b]pyridin-4-amine hydrochloride